2,2-Difluoropent-4-enoic acid FC(C(=O)O)(CC=C)F